N-[2-fluoro-3-methyl-4-(1-methylbenzotriazol-5-yl)oxy-phenyl]-6-methylsulfinyl-pyrimido[5,4-d]pyrimidin-4-amine FC1=C(C=CC(=C1C)OC1=CC2=C(N(N=N2)C)C=C1)NC=1C2=C(N=CN1)C=NC(=N2)S(=O)C